(1s,3s)-3-((2-chloro-4-methylpyrimidin-5-yl)oxy)cyclohexane-1-carboxylic acid isopropyl ester C(C)(C)OC(=O)[C@@H]1C[C@H](CCC1)OC=1C(=NC(=NC1)Cl)C